BrC=1C(=CC(=C(C1)OC(C(=C)C#N)=O)OCC1=CC(=CC=C1)C#N)OCC=1C(=C(C=CC1)C1=CC=CC=C1)C (5-bromo-2-((3-cyanobenzyl) oxy)-4-((2-methyl-[1,1'-biphenyl]-3-yl) methoxy) phenyl)-2-cyanoacrylate